4-{[{2-chloro-5-[2'-methyl-5'-(pentafluoroethyl)-4'-(trifluoromethyl)-2'H-[1,3'-bipyrazole]-4-yl]Benzoyl}(1-cyanocyclopropyl)amino]Methoxy}-4-oxobutanoic acid ClC1=C(C(=O)N(C2(CC2)C#N)COC(CCC(=O)O)=O)C=C(C=C1)C=1C=NN(C1)C=1N(N=C(C1C(F)(F)F)C(C(F)(F)F)(F)F)C